FC(C(C(F)(F)F)OC(OC(C(F)(F)F)C(F)(F)F)=O)(F)F bis(1,1,1,3,3,3-hexafluoropropan-2-yl)carbonate